3-(1-((2S,3R,4S,5R,6R)-2-((3,4-dichlorophenyl)thio)-3,5-dihydroxy-6-(hydroxymethyl)tetrahydro-2H-pyran-4-yl)-1H-1,2,3-triazol-4-yl)-5-fluorobenzaldehyde ClC=1C=C(C=CC1Cl)S[C@@H]1O[C@@H]([C@@H]([C@@H]([C@H]1O)N1N=NC(=C1)C=1C=C(C=O)C=C(C1)F)O)CO